1-(2,4-dimethoxybenzyl)-6-(3-methylmorpholino)-1H-pyrazolo[3,4-b]pyridin COC1=C(CN2N=CC=3C2=NC(=CC3)N3C(COCC3)C)C=CC(=C1)OC